N-[6-(8-azabicyclo[3.2.1]octan-3-yl)-2-(4,4-dimethylcyclohexen-1-yl)-3-pyridyl]-4-cyano-1-(2-trimethylsilylethoxymethyl)imidazole-2-carboxamide C12CC(CC(CC1)N2)C2=CC=C(C(=N2)C2=CCC(CC2)(C)C)NC(=O)C=2N(C=C(N2)C#N)COCC[Si](C)(C)C